CC(C(=O)OCC=C)CCC.CC(C(=O)OC)CCC allyl methyl di(methyl valerate)